4-(5-bromo-2-methylbenzenesulfonyl)-1,5-dimethyl-1,2,3,4-tetrahydroquinoxaline BrC=1C=CC(=C(C1)S(=O)(=O)N1CCN(C2=CC=CC(=C12)C)C)C